BrC1=NC=CC(=C1F)NC(=O)N1CC=2C(=NN3C2C(CC[C@H](C3)CNC(OC)=O)(F)F)C[C@H]1C |o1:21| Methyl (((3R,8S*)-2-((2-bromo-3-fluoropyridin-4-yl)carbamoyl)-11,11-difluoro-3-methyl-2,3,4,7,8,9,10,11-octahydro-1H-pyrido[4',3':3,4]pyrazolo[1,5-a]azepin-8-yl)methyl)carbamate